C(CCCC)C1=NC(=NN1)CCCCCCC1=NNC(=N1)CCCCC 3,3'-hexamethylenebis(5-pentyl-1,2,4-triazole)